O[C@@H]1C[C@H](N(C1)C([C@@H](C(C)C)C1=CC(=NO1)OCC1CCNCC1)=O)C(=O)N[C@@H](C)C1=CC=C(C=C1)C1=C(N=CS1)C (2S,4R)-4-hydroxy-1-[(2S)-3-methyl-2-[3-(4-piperidylmethoxy)isoxazol-5-yl]butanoyl]-N-[(1S)-1-[4-(4-methylthiazol-5-yl)phenyl]ethyl]pyrrolidine-2-carboxamide